BrC=1C=C2C=NN=C(C2=C(C1)O[C@H](C(F)(F)F)C)OC1=C(C=CC=C1F)Cl (S)-6-bromo-1-(2-chloro-6-fluorophenoxy)-8-((1,1,1-trifluoropropan-2-yl)oxy)phthalazine